7-Bromo-3-chloro-8-fluoroquinolin-2-amine BrC1=CC=C2C=C(C(=NC2=C1F)N)Cl